3-(8-chloro-3-(4-methoxybenzylamino)isoquinolin-6-yl)-4-methyl-oxazol-2(3H)-one ClC=1C=C(C=C2C=C(N=CC12)NCC1=CC=C(C=C1)OC)N1C(OC=C1C)=O